METHYL-ETHYL-paraben CC1=C(C(OCC)=O)C=CC(=C1)O